chloro-2-(2,3,5-trichloro-6-hydroxyphenyl)sulfonylphenol ClC=1C(=C(C=CC1)O)S(=O)(=O)C1=C(C(=CC(=C1O)Cl)Cl)Cl